CC1=CC=2C(NC=CC2S1)=O 2-Methyl-4,5-dihydrothieno[3,2-c]pyridin-4-one